2-(4-oxo-2-((1-(p-tolyl)ethylidene)hydrazineylidene)thiazolidin-5-yl)acetyl chloride O=C1NC(SC1CC(=O)Cl)=NN=C(C)C1=CC=C(C=C1)C